(S)-2-((4-((2-hydroxy-1-phenylethyl)amino)-5-(3-(2-hydroxypropan-2-yl)-1,2,4-oxadiazol-5-yl)pyrimidin-2-yl)amino)-7,7-dimethyl-6-propyl-6,7-dihydro-5H-pyrrolo[3,4-b]pyridin-5-one OC[C@H](C1=CC=CC=C1)NC1=NC(=NC=C1C1=NC(=NO1)C(C)(C)O)NC1=CC=C2C(=N1)C(N(C2=O)CCC)(C)C